3-iodo-1-(1,4-dioxaspiro[4.5]decane-8-yl)-1H-pyrazolo[3,4-d]pyrimidin-4-amine IC1=NN(C2=NC=NC(=C21)N)C2CCC1(OCCO1)CC2